NC1=NC=CC=C1C1=NC=2C(=NC(=CC2)C2=CC=CC=C2)N1C1=CC=C(C=C1)C1CN(C1)[C@@H](C)C1=CC=C(C(=O)OC)C=C1 methyl 4-[(1S)-1-[3-[4-[2-(2-amino-3-pyridyl)-5-phenyl-imidazo[4,5-b]pyridin-3-yl]phenyl]azetidin-1-yl]ethyl]benzoate